1-[(3bR,4aR)-1-{2-[4-(2,3-dimethylphenyl)piperazin-1-yl]-2-oxoethyl}-3b,4,4a,5-tetrahydro-1H-cyclopropa[3,4]cyclopenta[1,2-c]pyrazole-3-carbonyl]piperidin-4-one CC1=C(C=CC=C1C)N1CCN(CC1)C(CN1N=C(C2=C1C[C@@H]1[C@H]2C1)C(=O)N1CCC(CC1)=O)=O